6-(piperidin-4-yloxy)isoquinoline hydrochloride Cl.N1CCC(CC1)OC=1C=C2C=CN=CC2=CC1